C(C1=CC=CC=C1)N1C2(CN(C2)C(=O)OC(C)(C)C)CN(CC1)CC1=CC=CC=C1 tert-butyl 5,8-dibenzyl-2,5,8-triazaspiro[3.5]nonane-2-carboxylate